NC=1C(=C(C(=C(C(=O)NC=2C(=CC(=C(C2)N2N=NC(=C2)C(=O)NC2CCCCC2)F)N2C[C@@H](N([C@@H](C2)C)C)C)C1)Cl)C)F 1-(5-(5-amino-2-chloro-4-fluoro-3-methylbenzamido)-2-fluoro-4-((3S,5R)-3,4,5-trimethylpiperazin-1-yl)phenyl)-N-cyclohexyl-1H-1,2,3-triazole-4-carboxamide